CC=1C=C(\C=N\NC2=C3N=CNC3=NC(=N2)N2CCOCC2)C=CC1 (E)-4-(6-(2-(3-methylbenzylidene)hydrazinyl)-9H-purin-2-yl)morpholine